4-(cyclopropylmethoxy)benzoic acid C1(CC1)COC1=CC=C(C(=O)O)C=C1